N1=CNC2=NC=CC(=C21)C=2C=NN(C2)C2=CC=C(C=N2)C(CCC(=O)NC(C)C)(C(F)(F)F)O 4-(6-(4-(3H-imidazo[4,5-b]pyridin-7-yl)-1H-pyrazol-1-yl)pyridin-3-yl)-5,5,5-trifluoro-4-hydroxy-N-isopropylpentanamide